4-Amino-N-(3-hydroxypropyl)-8-(4-methoxy-3-pyridyl)-2-oxo-1H-quinoline-3-carboxamide NC1=C(C(NC2=C(C=CC=C12)C=1C=NC=CC1OC)=O)C(=O)NCCCO